(4R)-hydroxy-L-pipecolic acid ON1[C@@H](CCCC1)C(=O)O